3-(4-chloro-2-fluorophenyl)-4-methyl-1,2,3,4-tetrahydroquinoxalin ClC1=CC(=C(C=C1)C1CNC2=CC=CC=C2N1C)F